Methyl (E)-2-(2-hydroxy-3-(pent-2-enyl)phenyl)acetate OC1=C(C=CC=C1C\C=C\CC)CC(=O)OC